CC1=C2C=3C=CC(=CC3C(C2=CC=C1)(C)C)NC1=C(C2=CC=CC=C2C=C1)C1=CC=CC=C1 5,9,9-trimethyl-N-(1-phenylnaphthalen-2-yl)-9H-fluoren-2-amine